OC1=CC=C2C=C(C(OC2=C1CN1CCOCC1)=NO)C(C)=O 7-hydroxy-8-(1-morpholinylmethyl)-3-acetylcoumarin oxime